methyl 6-bromo-1H-benzo[d][1,2,3]triazole-4-carboxylate BrC=1C=C(C2=C(NN=N2)C1)C(=O)OC